tetrakis(decyl) 3,3',3'',3'''-((((6-((4-hydroxybutyl)amino)-1,3,5-triazine-2,4-diyl)bis(azanediyl))bis(propane-3,1-diyl))bis(azanetriyl))tetrapropionate OCCCCNC1=NC(=NC(=N1)NCCCN(CCC(=O)OCCCCCCCCCC)CCC(=O)OCCCCCCCCCC)NCCCN(CCC(=O)OCCCCCCCCCC)CCC(=O)OCCCCCCCCCC